CSC=1N=C2C(N1)=CC=CC=C2 2-(Methylthio)cyclohepta[d]imidazole